N1(CCCC2=NC=CC=C12)C1=NNC2=NC(=CN=C21)C2CCC1(CC3=CC=CC=C3[C@H]1NC(OC(C)(C)C)=O)CC2 tert-butyl N-[(1s,3'S,4R)-4-[3-(1,2,3,4-tetrahydro-1,5-naphthyridin-1-yl)-1H-pyrazolo[3,4-b]pyrazin-6-yl]-1',3'-dihydrospiro[cyclohexane-1,2'-inden]-3'-yl]carbamate